3-(2-nitrophenyl)-N-[4-(1-pyrrolidinylsulfonyl)phenyl]acryl-amide [N+](=O)([O-])C1=C(C=CC=C1)C=CC(=O)NC1=CC=C(C=C1)S(=O)(=O)N1CCCC1